TERT-BUTYL 5-OXOPENTANOATE O=CCCCC(=O)OC(C)(C)C